Exo-(3R)-3-amino-1-[(2S)-2-[5-(1-fluoro-1-methyl-ethyl)-1,2,4-oxadiazol-3-yl]-3-azabicyclo[2.2.1]heptan-3-yl]-4-(2,4,5-trifluorophenyl)butan-1-one N[C@@H](CC(=O)N1[C@@H](C2CCC1C2)C2=NOC(=N2)C(C)(C)F)CC2=C(C=C(C(=C2)F)F)F